BrC1=NC=CC(=C1F)NC(=O)N1CC=2C(=NN3C2C(C[C@H](CC3)O)(F)F)C[C@H]1C |o1:20| (3R,9S*)-N-(2-Bromo-3-fluoropyridin-4-yl)-11,11-difluoro-9-hydroxyl-3-methyl-3,4,8,9,10,11-hexahydro-1H-pyrido[4',3':3,4]pyrazolo[1,5-a]azepine-2(7H)carboxamide